1-methyl-4-nitro-1H-pyrazol-3-ol CN1N=C(C(=C1)[N+](=O)[O-])O